(3S,4S)-4-(difluoromethyl)-3-methyl-1-(methyl-d3)piperidin FC([C@@H]1[C@@H](CN(CC1)C([2H])([2H])[2H])C)F